3-(2-(4-fluorobenzamido)-1H-benzo[d]imidazol-6-yl)-N-(4-methylbenzyl)benzamide FC1=CC=C(C(=O)NC2=NC3=C(N2)C=C(C=C3)C=3C=C(C(=O)NCC2=CC=C(C=C2)C)C=CC3)C=C1